C(C)(C)(C)OC(NC=1C(C2=C(C=CC=C2C(C1)=O)O)=O)=O (8-hydroxy-1,4-dioxo-1,4-dihydronaphthalen-2-yl)carbamic acid tert-butyl ester